FC=1C=C(CC=2C=C(N=NC2)NN)C=C(C1)C(F)(F)F 5-(3-fluoro-5-(trifluoromethyl)benzyl)-3-hydrazineylpyridazine